1-(2-methylpyrimidin-4-yl)ethylamine CC1=NC=CC(=N1)C(C)N